7-chloro-2,8-dimethyl-pyrimido[1,2-b]Pyridazin-4-one ClC=1C(=CC=2N(N1)C(C=C(N2)C)=O)C